N1C(=NC2=C1C=CC=C2)CNC2=NC=NN1C2=NC=C1C(F)(F)F 4-[(1H-benzimidazol-2-ylmethyl)amino]-7-(trifluoromethyl)imidazo[2,1-f][1,2,4]triazin